(R)-N-(2-(4-(6,7-dimethoxyquinolin-4-yl)-2-methylpiperazin-1-yl)ethyl)sulfamide formate C(=O)O.COC=1C=C2C(=CC=NC2=CC1OC)N1C[C@H](N(CC1)CCNS(=O)(=O)N)C